2-Pyridin-2-yl-6H-pyrazolo[1,5-c]quinazolin-5-one N1=C(C=CC=C1)C1=NN2C(NC=3C=CC=CC3C2=C1)=O